N-(2-amino-1-(3-chloro-5-fluoro-phenyl)ethyl)-1-(2-((3,3-difluoro-cyclobutyl)amino)-5-methyl-pyrimidin-4-yl)-1H-imidazole-4-carboxamide NCC(C1=CC(=CC(=C1)F)Cl)NC(=O)C=1N=CN(C1)C1=NC(=NC=C1C)NC1CC(C1)(F)F